C(\C=C/C(=O)O)(=O)O.C(\C=C/C(=O)O)(=O)O.ClC1=CC=C(C(C2=CC=C(C=C2)Cl)(C2=CC=C(C=C2)Cl)OCCN2CCN(CC2)CCO)C=C1 1-(2-[4,4',4''-trichlorotrityl]oxyethyl)-4-(2-hydroxyethyl)piperazine dimaleate